2-(2-azabicyclo[2.2.2]octan-2-yl)ethan-1-amine C12N(CC(CC1)CC2)CCN